C[C@@H]1N(CC[C@@H](C1)C)CC=1NC2=CC(=C(C=C2C1)F)CNC(=O)C=1N=C2N(C(C1)=O)C=CC=C2 N-((2-(((2S,4S)-2,4-dimethylpiperidin-1-yl)methyl)-5-fluoro-1H-indol-6-yl)methyl)-4-oxo-4H-pyrido[1,2-a]pyrimidine-2-carboxamide